1-butylglycerol C(CCC)OCC(O)CO